C(C)(C)(C)OC(=O)N1C=C(C2=CC=C(C=C12)SC1=C(C=CC=C1)C(NCC(F)F)=O)\C=C\C1=NC=C(C=C1)CN(CC)CC 3-[(Trans)-2-[5-(diethylaminomethyl)-2-pyridinyl]vinyl]-6-[2-(2,2-difluoroethylcarbamoyl)phenyl]sulfanyl-indole-1-carboxylic acid tert-butyl ester